ethyl 2-(6-benzyloxy-3-bromo-2-fluoro-4-methyl-anilino)acetate C(C1=CC=CC=C1)OC1=CC(=C(C(=C1NCC(=O)OCC)F)Br)C